ethylene glycol bis-TMS ether [Si](C)(C)(C)OCCO[Si](C)(C)C